CC1=C(C(NC(=C1)C)=O)CNC(=O)C=1C=2C=CC(NC2C=C(C1)C1=CC=CC=C1)=O N-((4,6-dimethyl-2-oxo-1,2-dihydropyridin-3-yl)methyl)-2-oxo-7-phenyl-1,2-dihydroquinoline-5-carboxamide